2-[[5-(ethylsulfonimidoyl)-6-[7-(trifluoromethylsulfanyl)imidazo[1,2-c]pyrimidin-2-yl]-3-pyridyl]oxy]-2-methyl-propanenitrile C(C)S(=O)(=N)C=1C=C(C=NC1C=1N=C2N(C=NC(=C2)SC(F)(F)F)C1)OC(C#N)(C)C